C(C)(C)(C)NC(=O)NC1=CC(=CC=C1)C1=CC=C2C=CN=CC2=C1 1-t-Butyl-3-(3-(isoquinoline-7-yl)phenyl)urea